N1N=CC=2C1=NC=C(N2)C(=O)OC methyl 1H-pyrazolo[3,4-b]pyrazine-5-carboxylate